N-(3',4'-difluorobiphenyl-2-yl)-3-(trifluoromethyl)-2-pyrazinecarboxamide FC=1C=C(C=CC1F)C1=C(C=CC=C1)NC(=O)C1=NC=CN=C1C(F)(F)F